[Au]Cl.C(C)(C)(C)[P@@](C1=C(C=CC=C1)[P@@](C)C(C)(C)C)C.C(C)(C)(C)[P@@](C1=C(C=CC=C1)[P@@](C)C(C)(C)C)C bis[(S,S)-1,2-bis(t-butylmethylphosphino)benzene] gold (I) chloride